CC1=CC=C(C=C1)C(C)(C)O p-Cymen-8-ol